4-chloro-6,7-dimethoxy-2-(tetrahydro-2H-pyran-4-yl)quinazoline ClC1=NC(=NC2=CC(=C(C=C12)OC)OC)C1CCOCC1